N-ethyl-4-{[(1S)-2-hydroxy-1-phenylethyl]amino}-2-{[3-methyl-4-(methylsulfonyl)phenyl]amino}pyrimidine-5-carboxamide C(C)NC(=O)C=1C(=NC(=NC1)NC1=CC(=C(C=C1)S(=O)(=O)C)C)N[C@H](CO)C1=CC=CC=C1